3-(2-(6-chloro-3-(ethylsulfonyl)pyridin-2-yl)-1-methyl-1H-benzimidazol-5-yl)-5-(trifluoromethyl)-1,2,4-dioxazole ClC1=CC=C(C(=N1)C1=NC2=C(N1C)C=CC(=C2)C2OOC(=N2)C(F)(F)F)S(=O)(=O)CC